C(=C/CCCCCC=CCCC)/O cis-8-dodeceneenol